FC=1C=C(C(=O)N(CCO)[C@@H]2O[C@@H]([C@@H]([C@@H]([C@H]2O)N2N=NC(=C2)C2=CC(=CC=C2)F)O)CO)C=CC1F 3,4-difluoro-N-((2R,3R,4S,5R,6R)-4-(4-(3-fluorophenyl)-1H-1,2,3-triazol-1-yl)-3,5-dihydroxy-6-(hydroxymethyl)tetrahydro-2H-pyran-2-yl)-N-(2-hydroxyethyl)benzamide